C1(CC1)C1=NC2=CC=CC=C2C=N1 2-cyclopropylquinazolin